trans-2-(4-piperidinyl)cyclopropanecarboxylic acid N1CCC(CC1)[C@H]1[C@@H](C1)C(=O)O